C(C)(C)(C)C=1C=C(C=C(C1O)C(C)(C)C)CCC(=O)OCCCCCCOC(CCC1=CC(=C(C(=C1)C(C)(C)C)O)C(C)(C)C)=O Hexamethylene bis(3-(3,5-di-tert-butyl-4-hydroxyphenyl) propionate)